Titanium-Niobium Oxide [O-2].[Nb+5].[Ti+4]